5-chloro-1'-(2-{4-[methyl(methyl-imino)oxo-λ6-sulfanyl]phenoxy}ethyl)-1,2-dihydrospiro[indole-3,4'-piperidin]-2-one ClC=1C=C2C(=CC1)NC(C21CCN(CC1)CCOC1=CC=C(C=C1)S(=O)(=NC)C)=O